C(CC(C)C)NC(C1=C(C=CC=C1)C)=O N-isopentyl-2-methylbenzamide